C1(CCCCC1)C1=C(C=CC(=C1)N)N cyclohexylbenzene-1,4-diamine